BrC1=CC=CC2=C1NC(=N2)CO (7-bromo-1H-benzo[d]imidazol-2-yl)methanol